ClC1=CC=C(S1)CNC1=CC(=NN1C(C(CO)(C)C)=O)C1CCN(CC1)CC1COC1 1-(5-{[(5-chlorothiophen-2-yl)methyl]amino}-3-[1-(oxetan-3-ylmethyl)piperidin-4-yl]-1H-pyrazol-1-yl)-3-hydroxy-2,2-dimethylpropan-1-one